(rac)-((1s,3s)-3-hydroxy-3-methylcyclobutyl)(6-(2-methyl-4-(trifluoromethoxy)phenyl)-2-azaspiro[3.4]oct-2-yl)methanone OC1(CC(C1)C(=O)N1CC2(C1)C[C@@H](CC2)C2=C(C=C(C=C2)OC(F)(F)F)C)C |r|